C(=C\C1=CC=CC=C1)/C1CC(CCC1)C(=O)OC methyl (E)-3-styrylcyclohexane-1-carboxylate